C(#C)C1=CC(=C(C(=O)N2C3CN(CC2C3)C3=CC=C(C=N3)C=3C=2N(C=C(C3)C=3C=NN(C3)C)N=CC2C#N)C(=C1)F)F 4-(6-(6-(4-ethynyl-2,6-difluoro-benzoyl)-3,6-diazabicyclo[3.1.1]heptan-3-yl)-pyridin-3-yl)-6-(1-methyl-1H-pyrazol-4-yl)pyrazolo[1,5-a]pyridine-3-carbonitrile